Cl.N1=CC=CC=C1 pyridine hydrochloric acid salt